C1(=CC=CC=C1)[C@@H]1CCN2N=C(C=C21)C(CC)=O (S)-1-(4-phenyl-5,6-dihydro-4H-pyrrolo[1,2-b]pyrazol-2-yl)propan-1-one